3-fluoro-4-(((2-(piperidin-4-ylamino)pyrimidin-4-yl)oxy)methyl)benzonitrile trifluoroacetic acid salt FC(C(=O)O)(F)F.FC=1C=C(C#N)C=CC1COC1=NC(=NC=C1)NC1CCNCC1